6-(hydroxymethyl)pyridine-2-carboxaldehyde OCC1=CC=CC(=N1)C=O